FC1(C(NC2(C1O)CCCC2)=O)F 3,3-difluoro-4-hydroxy-1-azaspiro[4.4]nonane-2-one